C1[C@H]([C@@H](C(=O)C[C@]1(C(=O)O)O)O)O 5-Dehydroquinic acid